N-((2-chloro-1,6-naphthyridin-7-yl)methyl)-3,4-dimethyl-5-(methylsulfonyl)benzamide ClC1=NC2=CC(=NC=C2C=C1)CNC(C1=CC(=C(C(=C1)S(=O)(=O)C)C)C)=O